methyl 5-bromo-3-methylimidazole-4-carboxylate BrC1=C(N(C=N1)C)C(=O)OC